FC=1C=C(C=C(C1C=1N=C2N(C=CC(=C2)C)C1C[C@H]1CNCCO1)F)C=1NC(C(N1)=O)(C)C (S)-2-(3,5-difluoro-4-(7-methyl-3-(morpholin-2-ylmethyl)imidazo[1,2-a]pyridin-2-yl)phenyl)-5,5-dimethyl-1H-imidazol-4(5H)-one